FC1(CCC=2N(C1)N=C(C2C2=C1C(=NC=C2)NN=C1)C1=NC=C(C=C1)F)COC 4-[6-fluoro-2-(5-fluoro-2-pyridinyl)-6-(methoxymethyl)-5,7-dihydro-4H-pyrazolo[1,5-a]pyridin-3-yl]-1H-pyrazolo[3,4-b]pyridine